FC1=C2C(=C(C=3N=C(NC31)CN3CCOCC3)F)CC(C2)C=O 4,8-difluoro-2-(morpholinomethyl)-3,5,6,7-tetrahydrocyclopenta[f]benzimidazole-6-carbaldehyde